C1(=CC=CC=C1)S(=O)(=O)N1C(=CC(=C1)Br)I 1-benzenesulfonyl-4-bromo-2-iodo-1H-pyrrol